(S)-quinuclidin-3-yl((R)-6-(4-butoxyphenyl)-7-fluoro-2,2-dimethyl-1,2,3,4-tetrahydronaphthalen-1-yl)carbamate N12C[C@H](C(CC1)CC2)OC(N[C@@H]2C(CCC1=CC(=C(C=C21)F)C2=CC=C(C=C2)OCCCC)(C)C)=O